NC1=C(C=C(C=C1)OC)NCCNC(CCC)=O N-(2-((2-amino-5-methoxyphenyl)amino)ethyl)butanamide